CC1(OCCC(C1)NC=1N=NC(=C(N1)C)C1=CC=C2C(C=CS2)=C1O)C 5-(3-((2,2-dimethyltetrahydro-2H-pyran-4-yl)amino)-5-methyl-1,2,4-triazin-6-yl)benzothiophen-4-ol